FC(O[C@H]1[C@@H](CCC1)NC(OCC1=CC=CC=C1)=O)F benzyl ((1R,2R)-2-(difluoromethoxy)cyclopentyl)carbamate